O=C1C=2N(CCCN1)N=C1C2CN(CC1)C(=O)N 11-oxo-3,4,8,9,10,11-hexahydro-1H-pyrido[4',3':3,4]pyrazolo[1,5-a][1,4]diazepine-2(7H)-carboxamide